C(C)(C)(C)C=1C=CC(=C(C(=O)OC)C1)O methyl 5-(tert-butyl)-2-hydroxybenzoate